S(=O)(=O)(O)C1=CC=CC=C1.C1(=CC=CC=C1)S(=O)(=O)O benzenesulfonic acid (besylate)